FC(F)(F)C1=C(C#N)C=CC=C1 trifluoromethylbenzonitrile